[Cl-].N1=CC=C(C=C1)[N+]1=CC=CC=C1 1-(4-pyridyl)pyridinium chloride